5-fluoro-3-(1-(4-fluoro-2-(thiophen-3-yl)phenethyl)piperidin-4-yl)-1H-indole FC=1C=C2C(=CNC2=CC1)C1CCN(CC1)CCC1=C(C=C(C=C1)F)C1=CSC=C1